((3S,5R)-5-methylpiperidin-3-yl)picolinamide C[C@@H]1C[C@H](CNC1)C=1C(=NC=CC1)C(=O)N